(2,6-difluorophenyl)methyl-[2-[(2R,3R,4S,5S)-3,4,5,6-tetrabenzyloxytetrahydropyran-2-yl]ethyl]phosphinic acid FC1=C(C(=CC=C1)F)CP(O)(=O)CC[C@H]1OC([C@H]([C@H]([C@@H]1OCC1=CC=CC=C1)OCC1=CC=CC=C1)OCC1=CC=CC=C1)OCC1=CC=CC=C1